ClC=1C=C2C(=NC(=NC2=CC1)N=C(N)N)C1=CC=C(C=C1)N1CCN(CC1)C(N)=N 4-(4-(6-chloro-2-(diaminomethyleneamino)quinazolin-4-yl)phenyl)piperazine-1-carboximidamide